BrC=1C2=C(C=NC1)NC(N2CC2=CC(=C(C(=C2)OC)OC)OC)=O 7-bromo-1-(3,4,5-trimethoxybenzyl)-1,3-dihydro-2H-imidazo[4,5-c]pyridin-2-one